C(C)(=O)C1=C(C(=C(C=C1)NC(C)=O)[N+](=O)[O-])OCC1=CC=CC=C1 N-(4-acetyl-3-benzyloxy-2-nitro-phenyl)acetamide